(R,E)-4-nitrophenyl ((3,4,7,8-tetrahydro-2H-oxocin-2-yl)methyl) carbonate C(OC1=CC=C(C=C1)[N+](=O)[O-])(OC[C@@H]1OCCC=CCC1)=O